ClC1=C(C=CC(=C1)Cl)C[C@H](C(=O)N1CC2=CC=C(C=C2C1)C1=CC=NN1C1OCCCC1)NC(OC(C)(C)C)=O tert-butyl N-[(2R)-3-(2,4-dichlorophenyl)-1-{5-[1-(oxan-2-yl)-1H-pyrazol-5-yl]-2,3-dihydro-1H-isoindol-2-yl}-1-oxopropan-2-yl]carbamate